Bromo-6-chloro-3H-pyrido[2,1-f][1,2,4]triazine-4,8-dione BrC1=NN2C(C(N1)=O)=CC(=CC2=O)Cl